(E)-5-[2-(5-Chloropyridin-2-yl)vinyl]-4-fluoro-2-isopropylbenzene-1,3-diol ClC=1C=CC(=NC1)/C=C/C=1C(=C(C(=C(C1)O)C(C)C)O)F